(S)-ethyl 2-((S)-1-hydroxyethyl)pent-4-enoate O[C@@H](C)[C@@H](C(=O)OCC)CC=C